ClC1=C(C=CC=C1Cl)SC=1N=CC(=NC1C)N1CCC2(CCC[C@H]2N)CC1 (R)-8-(5-((2,3-dichlorophenyl)thio)-6-methylpyrazin-2-yl)-8-azaspiro[4.5]decan-1-amine